FC1=C(C=C(C(=C1O)O)OC)C1=NC2=C(N1C1(COC1)C)C=CC(=C2)NC(C2=CC=CC=C2)=O N-(2-(2-fluoro-3,4-dihydroxy-5-methoxyphenyl)-1-(3-methyloxetan-3-yl)-1H-benzo[d]imidazol-5-yl)benzamide